C([C@@H](C(=O)[O-])O)C(=O)[O-].[Na+].[Na+] (-)-sodium malate